CN1[C@H]2CC(C[C@@H]1CCC2)N exo-(1R,3S,5S)-9-methyl-9-azabicyclo[3.3.1]nonan-3-amine